F[P-](F)(F)(F)(F)F.ClC1=CC=C(C=C1)[S+](C1=CC=CC=C1)C1=CC=CC=C1 4-chlorophenyl-diphenylsulfonium hexafluorophosphate